2-(1,3-dioxolan-2-yl)-5-iodo-4-methylthiazole O1C(OCC1)C=1SC(=C(N1)C)I